C(#N)C=1C=CC(=NC1)[C@H]1N(OCC1)C(=O)C1CCN(CC1)C1=NC=CC(=N1)C(=O)N 2-[4-[(3S)-3-(5-cyano-2-pyridinyl)isoxazolidine-2-carbonyl]-1-piperidinyl]pyrimidine-4-carboxamide